(R)-6-chloro-N-(methyl-d3)-4-((1-methyl-4-oxo-5-(tetrahydrofuran-3-yl)-4,5-dihydro-1H-pyrrolo[3,2-c]pyridin-3-yl)amino)nicotinamide ClC1=NC=C(C(=O)NC([2H])([2H])[2H])C(=C1)NC1=CN(C2=C1C(N(C=C2)[C@H]2COCC2)=O)C